ethyl 2-{5-[(tert-butoxycarbonyl) amino]-1,3,4-thiadiazol-2-yl}acetate C(C)(C)(C)OC(=O)NC1=NN=C(S1)CC(=O)OCC